2-hexadecyl-1-eicosanol C(CCCCCCCCCCCCCCC)C(CO)CCCCCCCCCCCCCCCCCC